3-chlorobenzene-1,2-diamine ClC1=C(C(=CC=C1)N)N